ClC1=CC=C(C=C1)CCN1CCC(CC1)C=1N=NN(C1)C1=CC(=CC=C1)Cl 1-[2-(4-Chloro-phenyl)-ethyl]-4-[1-(3-chloro-phenyl)-1H-[1,2,3]triazol-4-yl]-piperidine